tert-butyl (3R)-3-[6-(2-cyano-3,6-difluoro-phenoxy)-4-oxo-quinazolin-3-yl]-1,1-dioxo-1-thia-8-azaspiro[4.5]decane-8-carboxylate C(#N)C1=C(OC=2C=C3C(N(C=NC3=CC2)[C@H]2CS(C3(C2)CCN(CC3)C(=O)OC(C)(C)C)(=O)=O)=O)C(=CC=C1F)F